CS(=O)(=O)C=1C=CC(=C(OCC(=O)O)C1)NCC#CC=1N(C2=CC=CC(=C2C1)NC1CCC(CC1)N1CC2(C1)CCOCC2)CC(F)(F)F 2-(5-methanesulfonyl-2-{[3-(4-{[(1R,4R)-4-{7-oxa-2-azaspiro[3.5]nonan-2-yl}cyclohexyl]amino}-1-(2,2,2-trifluoroethyl)-1H-indol-2-yl)prop-2-yn-1-yl]amino}phenoxy)acetic acid